(4S,5S)-1-({6-[4-(difluoromethyl)-2-fluorophenoxy]pyridin-3-yl}methyl)-4-hydroxy-5-methylpyrrolidine-2-one FC(C1=CC(=C(OC2=CC=C(C=N2)CN2C(C[C@@H]([C@@H]2C)O)=O)C=C1)F)F